4-(4-Phenylthiophen-2-yl)-4-oxobutanoic acid C1(=CC=CC=C1)C=1C=C(SC1)C(CCC(=O)O)=O